CC(C)(C)OC(=O)NC(CC=C)C(=O)O.C1CCC(CC1)NC2CCCCC2 (R)-N-BOC-allyl-glycine